2,4-dichloro-6-fluoroimidazo[2,1-f][1,2,4]triazine ClC1=NN2C(C(=N1)Cl)=NC(=C2)F